(4-(oxetan-3-yl)piperazin-1-yl)(8-((4-(propylamino)-5-(trifluoromethyl)-7H-pyrrolo[2,3-d]pyrimidin-2-yl)amino)-2,3-dihydrobenzo[b][1,4]dioxin-5-yl)methanone O1CC(C1)N1CCN(CC1)C(=O)C1=CC=C(C=2OCCOC21)NC=2N=C(C1=C(N2)NC=C1C(F)(F)F)NCCC